CS(=NC(C(C)(C)C)=O)(CC=1N=C2N(C=CC(=C2)C2=NOC(=N2)C(F)(F)F)C1)=O N-(methyl(oxo)((7-(5-(trifluoromethyl)-1,2,4-oxadiazol-3-yl)imidazo[1,2-a]pyridin-2-yl)methyl)-λ6-sulfaneylidene)pivalamide